C(CCC)N(SCNC(OC1=CC=CC=2CC(OC21)(C)C)=O)CCCC 2,3-dihydro-2,2-dimethyl-7-benzofuranyl [(dibutylamino)thio]methylcarbamate